N(C1=CC=CC=C1)C1=NC=CC(=N1)C(=O)O 2-(anilino)pyrimidine-4-carboxylic acid